FC1(CN(CC[C@@H]1N1CCNCC1)C=1C=CC(=NC1C)C1C(NC(CC1)=O)=O)F 3-(5-((S)-3,3-difluoro-4-(piperazin-1-yl)piperidin-1-yl)-6-methylpyridin-2-yl)piperidine-2,6-dione